C(C)OP(=O)(OCC)NC=1C(=CC=CC1)C diethoxyphosphoryl-o-toluidine